CC1C(C(C2=CC=CCC12)(C)C)(C)C dihydro-pentamethylindane